3',4'-difluoro-3-fluorobiphenyl FC=1C=C(C=CC1F)C1=CC(=CC=C1)F